C(C1=CC=CC=C1)OC1=CC2=C(C(=C(S2)C2=CC=C(C=C2)F)OC2=CC=C(C=C2)C=2CCN(CC2)C(=O)OC(C)(C)C)C=C1 tert-butyl 4-(4-[[6-(benzyloxy)-2-(4-fluorophenyl)-1-benzothiophen-3-yl] oxy] phenyl)-1,2,3,6-tetrahydropyridine-1-carboxylate